Bis(tri-p-tolylphosphine) bis(trifluoroacetate) palladium (II) [Pd+2].FC(C(=O)[O-])(F)F.FC(C(=O)[O-])(F)F.C1(=CC=C(C=C1)P(C1=CC=C(C=C1)C)C1=CC=C(C=C1)C)C.C1(=CC=C(C=C1)P(C1=CC=C(C=C1)C)C1=CC=C(C=C1)C)C